4-[6-(3,5-dimethylpyrazol-1-yl)pyridazin-3-yl]thiomorpholine CC1=NN(C(=C1)C)C1=CC=C(N=N1)N1CCSCC1